(S)-N-((R)-1-(3-amino-5-(trifluoromethyl)phenyl)ethyl)-9-methyl-3-(oxetan-3-yl)-1,2,3,4,4a,5-hexahydropyrazino[1',2':4,5][1,4]oxazino[3,2-g]quinazolin-11-amine NC=1C=C(C=C(C1)C(F)(F)F)[C@@H](C)NC1=NC(=NC=2C=C3C(=CC12)N1[C@H](CO3)CN(CC1)C1COC1)C